ClC=1C(=CC(=C(C1)S(=O)(=O)N(C=1OC=CN1)CC1=CC=C(C=C1)OC)F)N[C@@H](C)C1=C(C=CC(=C1)F)F (S)-5-chloro-4-((1-(2,5-difluorophenyl)ethyl)amino)-2-fluoro-N-(4-methoxybenzyl)-N-(oxazol-2-yl)benzenesulfonamide